(S)-2-((tert-butoxycarbonyl)(methyl-d3)amino)-4,4-dimethylpentanoic acid C(C)(C)(C)OC(=O)N([C@H](C(=O)O)CC(C)(C)C)C([2H])([2H])[2H]